4,4-difluoroaza-pentanone FC(CC(N)=O)(C)F